4-(ethylphenyl)-porphyrin C(C)C1=C(C=CC=C1)C12CC=C(N1)C=C1C=CC(C=C3C=CC(=CC=4C=CC(=C2)N4)N3)=N1